FC(C1=CC=C(C(=O)O[C@]2(OC(C[C@@H]2NC(=O)[C@@]2(CC(=NO2)C2=NC=CC3=CC=CC=C23)C(C)C)=O)CF)C=C1)(F)F (2S,3S)-2-(fluoromethyl)-3-((R)-5-isopropyl-3-(isoquinolin-1-yl)-4,5-dihydroisoxazole-5-carboxamido)-5-oxotetrahydrofuran-2-yl 4-(trifluoromethyl)benzoate